FC1=C(C=CC(=C1)[N+](=O)[O-])N1CCC(CC1)CN1CCC2(CC(C2)NC(OCC2=CC=CC=C2)=O)CC1 benzyl (7-((1-(2-fluoro-4-nitrophenyl)piperidin-4-yl)methyl)-7-azaspiro[3.5]nonan-2-yl)carbamate